C(C)C1=CC=C(C=C1)S(=O)(=O)C1=NC2=CC=C(C=C2C(=C1)N1CCN(CCC1)C)[N+](=O)[O-] (4-ethylphenyl)sulfonyl-4-(4-methyl-1,4-diazepan-1-yl)-6-nitroquinoline